1-(tert-butyldimethylsilyl)-7-fluoro-1H-indole [Si](C)(C)(C(C)(C)C)N1C=CC2=CC=CC(=C12)F